2-(2,6-dioxopiperidin-3-yl)-5-((4-(2-(pyrrolidin-1-yl)-6,7-dihydrothieno[3,2-d]pyrimidin-4-yl)piperazin-1-yl)methyl)isoindoline-1,3-dione O=C1NC(CCC1N1C(C2=CC=C(C=C2C1=O)CN1CCN(CC1)C=1C2=C(N=C(N1)N1CCCC1)CCS2)=O)=O